(2r,4r,5r)-2-(2-(chloromethyl)allyl)-4-hydroxy-5-methylpyrrolidine-1,2-dicarboxylic acid 1-(tert-butyl) 2-methyl ester COC(=O)[C@@]1(N([C@@H]([C@@H](C1)O)C)C(=O)OC(C)(C)C)CC(=C)CCl